2-amino-6-ethyl-7-fluoro-1-(3-hydroxy-2,6-dimethyl-phenyl)pyrrolo[3,2-c]pyridine-3-carboxamide NC1=C(C=2C=NC(=C(C2N1C1=C(C(=CC=C1C)O)C)F)CC)C(=O)N